C(#N)C1=NC2=CC(=CC(=C2N=C1N1C2CN(C(CC1CC2)=O)C)[C@@H](C)NC2=C(C(=O)O)C=CC=C2)C 2-(((1R)-1-(2-cyano-7-methyl-3-(3-methyl-4-oxo-3,9-diazabicyclo[4.2.1]nonan-9-yl)quinoxalin-5-yl)ethyl)amino)benzoic acid